Tert-butyl (S)-3-(4-(9-benzyl-6-(1-methylcyclopropoxy)-9H-purin-8-yl)-3-chlorophenoxy)pyrrolidine-1-carboxylate C(C1=CC=CC=C1)N1C2=NC=NC(=C2N=C1C1=C(C=C(O[C@@H]2CN(CC2)C(=O)OC(C)(C)C)C=C1)Cl)OC1(CC1)C